16-Hydroxyheptacosa-18,21-dienoic acid OC(CCCCCCCCCCCCCCC(=O)O)CC=CCC=CCCCCC